N-((6-bromopyridazin-3-yl)-methyl)-2-methylpropan-1-amine BrC1=CC=C(N=N1)CNCC(C)C